distearoyl phosphate P(=O)(OC(CCCCCCCCCCCCCCCCC)=O)(OC(CCCCCCCCCCCCCCCCC)=O)[O-]